(α-naphthyl)benzidine C1(=CC=CC2=CC=CC=C12)C1=C(C=CC(=C1)N)C1=CC=C(N)C=C1